OC1=CC=C(C=C1)O para-hydroxyphenol